thiazolidine-4-carboxylate S1CNC(C1)C(=O)[O-]